O=C1N(C(C2=CC=CC=C12)=O)N(C(C1=CC=CC=C1)=O)CC N-(1,3-dioxoisoindolin-2-yl)-N-ethylbenzamide